6-(2-(2-fluoro-3-(trifluoromethyl)phenyl)-2-hydroxyacetyl)-2-(1-(5-isopropylpyridin-3-yl)cyclopropyl)-3,5,6,7,8,9-hexahydro-4H-pyrimido[5,4-c]azepin-4-one FC1=C(C=CC=C1C(F)(F)F)C(C(=O)N1CC2=C(CCC1)N=C(NC2=O)C2(CC2)C=2C=NC=C(C2)C(C)C)O